NC1=NN2C(N=CC=C2)=C1C(=O)NC=1C=NN(C1C1=C(C=CC(=C1)Cl)OC)CC#N 2-amino-N-(5-(5-chloro-2-methoxyphenyl)-1-(cyanomethyl)-1H-pyrazol-4-yl)pyrazolo[1,5-a]pyrimidine-3-carboxamide